COC(CC1=CC=C(C=C1)OC1=CC=C(C=C1)C1CC1)=O 2-[4-(4-Cyclopropylphenoxy)phenyl]acetic acid methyl ester